ClC1=C2N=C(N(C2=NC(=N1)C#CC)[C@@H]1OCC[C@H]1O)C=1OC(=CC1)C (2R,3R)-2-(6-chloro-8-(5-methylfuran-2-yl)-2-(prop-1-yn-1-yl)-9H-purin-9-yl)tetrahydrofuran-3-ol